C(=O)OCCCCCCCCCCCCCCCC n-hexadecyl methanoate